OCCN1C(C(CC1)NC(=O)C=1N(N=C2C=CC(=CC12)OCC1=C(N=CS1)C)C)=O N-[1-(2-hydroxyethyl)-2-oxopyrrolidin-3-yl]-2-methyl-5-[(4-methyl-1,3-thiazol-5-yl)methoxy]-2H-indazole-3-carboxamide